SC(CCC)O 1-sulfanylbutanol